CN([SiH2]N(C)C)C N,N,N',N'-Tetramethylsilanediamine